N-[5-(5-acetyl-2-fluorophenyl)-1H-indazol-3-yl]-6-oxopiperidine-3-carboxamide C(C)(=O)C=1C=CC(=C(C1)C=1C=C2C(=NNC2=CC1)NC(=O)C1CNC(CC1)=O)F